ClC1=C(C=CC(=C1)C(F)(F)F)CN [2-chloro-4-(trifluoro-methyl)phenyl]methanamine